C1(CC1)C1=NC=NC(=C1C1=NC=C(C(=N1)NCC1=CC=C(C=C1)C=1N(C=C(N1)C(F)(F)F)C)OC(C)C)OC 4'-Cyclopropyl-5-isopropoxy-6'-methoxy-N-(4-(1-methyl-4-(trifluoromethyl)-1H-imidazol-2-yl)benzyl)-[2,5'-bipyrimidin]-4-amine